(2S)-2-(2-(1-methyl-1H-pyrazol-4-yl)tetrahydrofuran-2-carboxamido)-4-((2-phenoxyethyl)(4-(5,6,7,8-tetrahydro-1,8-naphthyridin-2-yl)butyl)amino)butanoic acid CN1N=CC(=C1)C1(OCCC1)C(=O)N[C@H](C(=O)O)CCN(CCCCC1=NC=2NCCCC2C=C1)CCOC1=CC=CC=C1